C1=CC=CC=2N(CC3=C(C#CC21)C=CC=C3)C(CCC(=O)NCC(=O)NCC(=O)N[C@@H](CC3=CC=CC=C3)C(=O)N[C@@H](CCCNC(N)=O)C(=O)O)=O N-[4-(11,12-Didehydrodibenzo[b,f]azocin-5(6H)-yl)-4-oxobutanoyl]glycylglycyl-L-phenylalanyl-N5-carbamoyl-L-ornithine